4-{1-[(benzyloxy)carbonyl]-4-ethoxypiperidin-2-yl}-3-chlorobenzoic acid C(C1=CC=CC=C1)OC(=O)N1C(CC(CC1)OCC)C1=C(C=C(C(=O)O)C=C1)Cl